ClC=1C=C(C=CC1Cl)C=1N=C(SC1SC(C)C)N1N=C(C(=C1C(=O)O)C1=CN=C2N1C=CC=C2)C 1-(4-(3,4-dichlorophenyl)-5-(isopropylsulfanyl)thiazol-2-yl)-4-(imidazo[1,2-a]pyridin-3-yl)-3-methyl-1H-pyrazole-5-carboxylic acid